(3-chloro-5-methoxy-1H-indol-7-yl)-3-cyanobenzenesulfonamide ClC1=CNC2=C(C=C(C=C12)OC)C1=C(C=CC=C1C#N)S(=O)(=O)N